methyl-(2,2,2-trifluoro-1-(8-(trifluoromethyl)dibenzo[b,d]furan-3-yl)ethyl)-L-leucine CN([C@@H](CC(C)C)C(=O)O)C(C(F)(F)F)C=1C=CC2=C(OC3=C2C=C(C=C3)C(F)(F)F)C1